((6-(difluoromethoxy)benzo[d]oxazol-2-yl)amino)-N-(2-methoxyethyl)-1-methyl-1H-benzo[d]imidazole-5-carboxamide FC(OC1=CC2=C(N=C(O2)NC2=NC3=C(N2C)C=CC(=C3)C(=O)NCCOC)C=C1)F